6-{2,6-diazaspiro[3.4]octan-2-yl}-N-(3-methyl-4-{[1,2,4]triazolo[1,5-a]pyridin-7-yloxy}phenyl)pyrido[3,2-d]pyrimidin-4-amine C1N(CC12CNCC2)C=2C=CC=1N=CN=C(C1N2)NC2=CC(=C(C=C2)OC2=CC=1N(C=C2)N=CN1)C